3-((5-(6',8'-dihydrospiro[chromane-4,9'-pyrido[3',2':4,5]imidazo[2,1-c][1,4]oxazin]-2'-yl)pyrimidin-2-yl)amino)cyclobutanol N1=C(C=CC=2N=C3COCC4(N3C21)CCOC2=CC=CC=C24)C=2C=NC(=NC2)NC2CC(C2)O